COCCOC(COC1=NC=CC=C1OC1=C(C=C(C(=C1)N1C(N(C(=CC1=O)C(F)(F)F)C)=O)F)Cl)=O 2-Methoxyethyl-[(3-{2-chloro-4-fluoro-5-[3-methyl-2,6-dioxo-4-(trifluoromethyl)-3,6-dihydropyrimidin-1(2H)-yl]phenoxy}pyridin-2-yl)oxy]acetat